hexadecyl-N-dimethylethyl-N,N-dimethylammonium bromide [Br-].C(CCCCCCCCCCCCCCC)[N+](C)(C)C(C)(C)C